[N+](=O)([O-])C1=CC=C(C=C1)CCOC1=CC=CC=N1 6-[2-(4-nitrophenyl)ethoxy]-pyridine